CNCCNS(=O)(=O)C=C N-(2-(methylamino)ethyl)ethenesulfonamide